C1(=CC=C(C=C1)OP(C(C)(C)C)OC1=CC=C(C=C1)C)C di-p-tolyloxy-tert-butylphosphine